NC=1C=2N(C(=C(N1)C1=C(C#N)C=CC=C1)C=1C=NC(=CC1)O)N=C(N2)CC2=NC=CC=C2 (8-amino-5-(6-hydroxypyridin-3-yl)-2-(pyridin-2-ylmethyl)-[1,2,4]triazolo[1,5-a]pyrazin-6-yl)benzonitrile